COC1=NC=C(C=C1S(=O)(=O)Cl)C(F)(F)F 2-methoxy-5-(trifluoromethyl)pyridine-3-sulfonyl chloride